ClC(C)(CCCC(C)(C)Cl)C 2,6-dichloro-2,6-dimethylheptane